CN1NC2=NC(=CC(=C2C1=O)NC1=CC=CC2=C1OCC=1C2=NN(C1)C)C1(CC1)C(=O)N (2-methyl-4-((2-methyl-2,4-dihydrochromeno[4,3-c]pyrazol-6-yl)amino)-3-oxo-2,3-dihydro-1H-pyrazolo[3,4-b]pyridin-6-yl)cyclopropanecarboxamide